Propanethiol C(CC)S